ClC1=CC=CC(=N1)C1=NC(=NC(=N1)NC1=CC(=NC=C1)F)NC(C)C (6-chloropyridin-2-yl)-N2-(2-fluoropyridin-4-yl)-N4-isopropyl-1,3,5-triazine-2,4-diamine